C(C)(=O)OC(CCCCCCCC)CCCCC (Z)-9-tetradecanyl acetate